C(C)(C)(C)OC(=O)CCC(=O)NC=1C=C2C(=C(C=NC2=CC1OCC)C#N)NC1=CC(=C(C=C1)OCC1=NC=CC=C1)Cl 3-((4-((3-chloro-4-(pyridin-2-ylmethoxy)phenyl)amino)-3-cyano-7-ethoxyquinolin-6-yl)amino)-3-oxoprop-1-yl-carboxylic acid tert-butyl ester